1-(2-chloroacetyl)-4-piperidinecarbonitrile ClCC(=O)N1CCC(CC1)C#N